NC[C@H]1CN(C(O1)=O)C1=CC=C(C=C1)N1CCOCC1 4-{4-[(5S)-5-(Aminomethyl)-2-oxo-1,3-oxazolidin-3-yl]-phenyl}-morpholin